O=CCC1=CC=C(C=C1)NC(C)=O N-(4-(2-oxoethyl)phenyl)acetamide